C(CCCCC(C)C)C=1C=C(C(=C(C1)C)O)CC 4-isooctyl-2-ethyl-6-cresol